NN.FC(C(=O)O)(F)F trifluoroacetic acid hydrazine salt